6-{[3-(aminomethyl)-3-(methyloxy)azetidin-1-yl]carbonyl}-2,3-difluoro-N-(2-fluoro-4-iodophenyl)aniline NCC1(CN(C1)C(=O)C1=CC=C(C(=C1NC1=C(C=C(C=C1)I)F)F)F)OC